2-bromo-4-(3-(2,2-difluoroethyl)azetidin-1-yl)pyridine BrC1=NC=CC(=C1)N1CC(C1)CC(F)F